N-(5-(2-chlorophenyl)-1,3,4-oxadiazol-2-yl)-4-iodobenzamide ClC1=C(C=CC=C1)C1=NN=C(O1)NC(C1=CC=C(C=C1)I)=O